C(C)OC(=O)C1=NC(=NO1)C1=CC(=C(C(=C1)C)OCC1=NC=C(C(=C1)OCC1=CC=C(C=C1)OC)C=1NC=C(C1)C(F)(F)F)Cl 3-(3-chloro-4-((4-((4-methoxybenzyl)oxy)-5-(4-(trifluoromethyl)-1H-pyrrol-2-yl)pyridin-2-yl)methoxy)-5-methylphenyl)-1,2,4-oxadiazole-5-carboxylic acid ethyl ester